NC(C(=O)O)CNC(=O)OC(C)(C)C 2-amino-3-((tert-butoxycarbonyl)amino)propionic acid